pentaerythritol tetrakis[beta-(3,5-di-tert-butyl-4-hydroxyphenyl) propionate] C(C)(C)(C)C=1C=C(C=C(C1O)C(C)(C)C)CCC(=O)OCC(COC(CCC1=CC(=C(C(=C1)C(C)(C)C)O)C(C)(C)C)=O)(COC(CCC1=CC(=C(C(=C1)C(C)(C)C)O)C(C)(C)C)=O)COC(CCC1=CC(=C(C(=C1)C(C)(C)C)O)C(C)(C)C)=O